2-Ethynyl-N-methyl-N-(4-nitrophenethyl)thiazole-4-carboxamide C(#C)C=1SC=C(N1)C(=O)N(CCC1=CC=C(C=C1)[N+](=O)[O-])C